4-amino-N-(6-methoxy-3-pyrazinyl)benzenesulfonamide NC1=CC=C(C=C1)S(=O)(=O)NC=1C=NC(=CN1)OC